BrC=1C(=NC=C(C1CO)C(F)(F)F)OC1=C(C(=C(C=C1)F)F)C [3-bromo-2-(3,4-difluoro-2-methyl-phenoxy)-5-(trifluoromethyl)-4-pyridyl]methanol